N,N'-bis(4-nitrobenzoyl)2-methylcyclohexane-1,3-diamine [N+](=O)([O-])C1=CC=C(C(=O)NC2C(C(CCC2)NC(C2=CC=C(C=C2)[N+](=O)[O-])=O)C)C=C1